5-fluoro-3-[(2-methylpropan-2-yl)oxycarbonylamino]-4-oxopentanoic acid methyl ester COC(CC(C(CF)=O)NC(=O)OC(C)(C)C)=O